(S)-but-3-yn-2-amine hydrochloride Cl.C[C@@H](C#C)N